O(C1=CC=CC=C1)C1=NC=NC(=N1)OC1=CC=CC=C1 4,6-diphenoxy-1,3,5-triazine